CC=1C(=NC(=C(C(=O)O)C1)Cl)OC(F)F methyl-2-chloro-6-(difluoromethoxy)nicotinic acid